C(C=C)(=O)N1[C@@H]([C@H](OCC1)C1=CC(=NC(=C1)Cl)C1=CC=NCN1C)CC#N 6-(4-((2R,3R)-4-acryloyl-3-(cyanomethyl)morpholin-2-yl)-6-chloropyridin-2-yl)-N-methylpyrimidine